C(C)(C)(C)OC(=O)N1CCC2(CN(C2)C2=CC=C(C=C2)C=2C=C3C(N(CC3=C(C2)F)C(C(=O)OCC)C2=C3N(C=N2)CCC3)=O)CC1 2-[4-[2-[1-(6,7-dihydro-5H-pyrrolo[1,2-c]imidazol-1-yl)-2-ethoxy-2-oxo-ethyl]-7-fluoro-3-oxo-isoindol-5-yl]phenyl]-2,7-diazaspiro[3.5]nonane-7-carboxylic acid tert-butyl ester